5-(7,8-dimethyl-[1,2,4]triazolo[1,5-a]pyridin-6-yl)-1-(4-(3-fluoroazetidin-1-yl)cyclohexyl)-6-isopropyl-1,3-dihydro-2H-benzo[d]imidazol-2-one CC1=C(C=2N(C=C1C1=CC3=C(N(C(N3)=O)C3CCC(CC3)N3CC(C3)F)C=C1C(C)C)N=CN2)C